1-(Bromoacetyl)cyclopropanecarboxylic acid methyl ester COC(=O)C1(CC1)C(CBr)=O